C1(CC1)C=1SC(=CN1)C=1C=C(C=CC1)N(C(=O)[C@@H]1CC[C@H](CC1)NC(CCC(=O)[O-])=O)C[C@@H]1CC[C@H](CC1)C1=CC(=C(C=C1)OC)C 2-((trans-4-((3-(2-Cyclopropylthiazol-5-yl)phenyl)((trans-4-(4-methoxy-3-methylphenyl)cyclohexyl)methyl) carbamoyl)cyclohexyl)amino)-2-oxoethylacetate